6-(6,7-DIHYDRO-5H-PYRAZOLO[5,1-B][1,3]OXAZIN-3-YL)-N-(6-METHOXY-1-METHYL-1H-INDAZOL-7-YL)PYRIDINE-3-SULFONAMIDE N1=CC(=C2OCCCN21)C2=CC=C(C=N2)S(=O)(=O)NC=2C(=CC=C1C=NN(C21)C)OC